C1(CC1)CC=1N(C(=CC1C=1SC(=C(N1)C(=O)OC)C)C1=CC(=CC=C1)C#CC1CC(C1)(F)F)CC1=CC(=C(C=C1)S(N)(=O)=O)F methyl 2-(2-(cyclopropylmethyl)-5-(3-((3,3-difluorocyclobutyl) ethynyl) phenyl)-1-(3-fluoro-4-sulfamoylbenzyl)-1H-pyrrol-3-yl)-5-methylthiazole-4-carboxylate